2-(4-aminophenyl)benzoic acid NC1=CC=C(C=C1)C1=C(C(=O)O)C=CC=C1